6-[1-(4-piperidyl)pyrazol-4-yl]-4-[6-[4-[(1R)-1-(2-pyridyl)ethyl]piperazin-1-yl]-3-pyridyl]pyrazolo[1,5-a]pyrazine-3-carbonitrile hydrochloric acid salt Cl.N1CCC(CC1)N1N=CC(=C1)C=1N=C(C=2N(C1)N=CC2C#N)C=2C=NC(=CC2)N2CCN(CC2)[C@H](C)C2=NC=CC=C2